BrC1=CN=CC(=N1)C(=O)N1CCCC2=CC=CC=C12 (6-Bromopyrazin-2-yl)(3,4-dihydroquinolin-1(2H)-yl)methanone